1-(4-(1-(aminomethyl)cyclopropyl)phenyl)-2,7-dimethoxy-4-methyl-6(5H)-phenanthridinone hydrochloride Cl.NCC1(CC1)C1=CC=C(C=C1)C1=C(C=C(C=2NC(C3=C(C=CC=C3C12)OC)=O)C)OC